FC1(CN(CC1)C1=NC=CC(=C1NC(=O)C1CCC(CC1)OC)C1=C(C=CC=C1)F)F (1r,4r)-N-(2-(3,3-difluoropyrrolidin-1-yl)-4-(2-fluorophenyl)pyridin-3-yl)-4-methoxy-cyclohexane-1-carboxamide